4-butoxy-3-chloro-N-hydroxybenzimidamide C(CCC)OC1=C(C=C(C(NO)=N)C=C1)Cl